CC=1C=CC(=C(C1)C=1C(=C(C(=CC1O)CCCCC)C1=NC=CN=C1)O)C(=C)C 5'-methyl-4-pentyl-2'-(prop-1-en-2-yl)-3-(pyrazin-2-yl)-[1,1'-biphenyl]-2,6-diol